iodine Quinoline-5-sulfonic acid N1=CC=CC=2C(=CC=CC12)S(=O)(=O)O.[I]